CC1=CC=CC(=N1)C1=C(N=CN1)C=1C=C2C=C(C=NC2=CC1)C1=CC=CC(=N1)C(=O)O[C@H]1CNCC1 [(3R)-pyrrolidin-3-yl] 6-[6-[5-(6-methyl-2-pyridyl)-1H-imidazol-4-yl]-3-quinolyl]pyridine-2-carboxylate